tert-Butyl (2S,4S)-4-((8-(benzyloxy)-7-bromoquinoxalin-2-yl)amino)-2-((3-hydroxypropyl)carbamoyl)piperidine-1-carboxylate C(C1=CC=CC=C1)OC=1C(=CC=C2N=CC(=NC12)N[C@@H]1C[C@H](N(CC1)C(=O)OC(C)(C)C)C(NCCCO)=O)Br